1-((trans)-2-fluoro-2-phenylcyclopropyl)cyclohexane-1,4-diamine F[C@]1([C@@H](C1)C1(CCC(CC1)N)N)C1=CC=CC=C1